{3-[(1,3-benzothiazol-2-yl)amino]-4-methyl-5H,6H,7H,8H-pyrido[2,3-C]pyridazin-8-yl}pyridine-2-carboxylic acid methyl ester COC(=O)C1=NC=CC=C1N1CCCC2=C1N=NC(=C2C)NC=2SC1=C(N2)C=CC=C1